CC1=C2C=3C(=C4C(=NC3C=C1)C1=CC3=C(C(N1C4)=O)COC(C3)=O)CCC2 4-methyl-1,2,3,9,12,15-hexahydro-10H,13H-benzo[de]pyrano[3',4':6,7]indolizino[1,2-b]quinoline-10,13-dione